3-Methyl-6-(quinolin-7-yl)-3,4-dihydropyridine-1(2H)-carboxylic acid tert-butyl ester C(C)(C)(C)OC(=O)N1CC(CC=C1C1=CC=C2C=CC=NC2=C1)C